CC1=C(C=CC(=C1)C=1C(=C(C(=O)[O-])C=CC1OCCCCCCOC(C=C)=O)F)C=1C(=C(C(=O)[O-])C=CC1OCCCCCCOC(C=C)=O)F 2-methyl-1,4-phenylenedi(4-((6-(acryloyloxy) hexyl) oxy)-2-fluorobenzoate)